potassium acetate oxide C(C)(=[O+][O-])[O-].[K+]